3,4-dihydroxyltetrahydrofuran OC1COCC1O